4-azidobenzylbromide N(=[N+]=[N-])C1=CC=C(CBr)C=C1